2-(4-cyclopropyl-6-methoxypyrimidin-5-yl)-N-((4-(1-isopropyl-4-(trifluoromethyl)-1H-imidazol-2-yl)cuban-1-yl)methyl)-5,6,7,8-tetrahydropyrido[4,3-d]pyrimidin-4-amine C1(CC1)C1=NC=NC(=C1C=1N=C(C2=C(N1)CCNC2)NCC21C3C4C5(C3C2C5C14)C=1N(C=C(N1)C(F)(F)F)C(C)C)OC